tert-Butyl (S)-4-(2-(3-chloro-4-cyanophenyl)-3-methyl-2,8-diazaspiro[4.5]decan-8-yl)-2-fluorobenzoate ClC=1C=C(C=CC1C#N)N1CC2(C[C@@H]1C)CCN(CC2)C2=CC(=C(C(=O)OC(C)(C)C)C=C2)F